N-[2-[4-(hydroxymethyl)cyclohexyl]pyrazolo[3,4-c]pyridin-5-yl]-5-[(1R,4R)-2-oxa-5-azabicyclo[2.2.1]heptan-5-yl]pyrazolo[1,5-a]pyrimidine-3-carboxamide OCC1CCC(CC1)N1N=C2C=NC(=CC2=C1)NC(=O)C=1C=NN2C1N=C(C=C2)N2[C@H]1CO[C@@H](C2)C1